3-((4-(2-fluoro-6-(methylcarbamoyl)pyridin-3-yl)piperazin-1-yl)methyl)bicyclo[1.1.1]pentane-1-carboxylic acid FC1=NC(=CC=C1N1CCN(CC1)CC12CC(C1)(C2)C(=O)O)C(NC)=O